OC1=NC=CC=C1N1N=C(N=C1)C=O [1-(2-hydroxy-3-pyridinyl)-1,2,4-triazol-3-yl]methanone